C(C)(C)(C)N(C)CC1=C(CNC2=C(C=C(C=N2)S(=O)(=O)N(C(OC(C)(C)C)=O)C=2N=CSC2)C)C(=CC=C1)F tert-butyl ((6-((2-((tert-butyl(methyl)amino)methyl)-6-fluorobenzyl)amino)-5-methylpyridin-3-yl)sulfonyl)(thiazol-4-yl)carbamate